(S)-5-((4-((2-hydroxy-1-phenylethyl)amino)-5-(5-methyl-1,3,4-oxadiazol-2-yl)pyridin-2-yl)amino)-3,3-dimethyl-[1,2]oxaborolo[4,3-b]pyridin-1(3H)-ol OC[C@H](C1=CC=CC=C1)NC1=CC(=NC=C1C=1OC(=NN1)C)NC1=CC=C2C(=N1)C(OB2O)(C)C